4-((Benzyloxy)methyl)-6-cyclopropyl-2-(3,5-dichloro-4-((5-isopropyl-1-(methoxymethyl)-6-oxo-1,6-dihydropyridazin-3-yl)oxy)phenyl)-1,2,4-triazine-3,5(2H,4H)-dione C(C1=CC=CC=C1)OCN1C(N(N=C(C1=O)C1CC1)C1=CC(=C(C(=C1)Cl)OC1=NN(C(C(=C1)C(C)C)=O)COC)Cl)=O